1,4-bisdimethylsilylbenzene C[SiH](C1=CC=C(C=C1)[SiH](C)C)C